C(C)(C)(C)OC(=O)N1C(CN(CC1)C1=CC(=C(C=C1)[N+](=O)[O-])O)(C)C.CC1(N(CCN(C1)C1=CC2=C(N(C(O2)=O)C)C=C1)C(=O)NCCCCC1=CC=CC=C1)C 2,2-Dimethyl-4-(3-methyl-2-oxo-1,3-benzoxazol-6-yl)-N-(4-phenylbutyl)piperazine-1-carboxamide tert-Butyl-4-(3-hydroxy-4-nitrophenyl)-2,2-dimethylpiperazine-1-carboxylate